NCCCN(C(CCC(=O)NCCNC(CN1C(C=CC1=O)=O)=O)=O)[C@H](C(C)(C)C)C=1N(C=C(C1)C1=C(C=CC(=C1)F)F)CC1=CC=CC=C1 N-(3-aminopropyl)-N-{(1R)-1-[1-benzyl-4-(2,5-difluorophenyl)-1H-pyrrol-2-yl]-2,2-dimethylpropyl}-N'-(2-{[(2,5-dioxo-2,5-dihydro-1H-pyrrol-1-yl)acetyl]amino}ethyl)succinamide